OC=1C=C(C(=O)NCCCN2C(CN(CC2)CCC(CCCO)O/N=C/C2=CC=CC=C2)=O)C=C(C1OC)OC 3-hydroxy-N-{3-[4-(6-hydroxy-3-{[(E)-(phenylmethylidene)amino]oxy}hexyl)-2-oxopiperazin-1-yl]propyl}-4,5-dimethoxybenzamide